CC1(NN1)CCC(=O)NCCCC[C@@H](C(=O)O)NC(=O)OC(C)(C)C (2S)-6-[[3-(3-methyldiaziridin-3-yl)propionyl]amino]-2-[(2-methylpropan-2-yl)oxycarbonylamino]hexanoic acid